3-chloro-4-(propan-2-yloxy)-N-[(1s,4s)-4-{[2-(trifluoromethyl)imidazo[1,2-a]pyridin-5-yl]amino}cyclohexyl]benzamide ClC=1C=C(C(=O)NC2CCC(CC2)NC2=CC=CC=3N2C=C(N3)C(F)(F)F)C=CC1OC(C)C